(1R,3R,5R)-tert-butyl 3-((4-methyl-3-(pyrrolo[2,1-f][1,2,4]triazin-2-yl)phenyl)carbamoyl)-2-azabicyclo[3.1.0]hexane-2-carboxylate CC1=C(C=C(C=C1)NC(=O)[C@@H]1N([C@@H]2C[C@@H]2C1)C(=O)OC(C)(C)C)C1=NN2C(C=N1)=CC=C2